NC1=C(C=C(C=N1)NC(C(=O)N1C(CCC(C1)C)C1=CC=C(C=C1)C1=CN=CS1)=O)CC N-(6-amino-5-ethyl-3-pyridyl)-2-[5-methyl-2-(4-thiazol-5-ylphenyl)-1-piperidyl]-2-oxo-acetamide